3-{2-[2-(2-{[(tert-butoxy)carbonyl]amino}ethoxy)ethoxy]ethoxy}propanoic acid C(C)(C)(C)OC(=O)NCCOCCOCCOCCC(=O)O